2-Amino-7-fluoro-4-(2-fluoro-14-oxo-8,8a,9,10,11,12-hexahydro-7H,14H-pyrazino[1',2':5,6][1,5]diazocino[3,2,1-hi]indazol-3-yl)benzo[b]thiophene-3-carbonitrile NC1=C(C2=C(S1)C(=CC=C2C2=C1C=NN3C1=C(C=C2F)C(N2C(CC3)CNCC2)=O)F)C#N